(3S)-3-(5-(8-((2-isopropyl-5-methylcyclohexyl)oxy)octyl)-4-oxo-2-(trifluoromethyl)quinazoline-3(4H)-yl)piperidine-2,6-dione C(C)(C)C1C(CC(CC1)C)OCCCCCCCCC1=C2C(N(C(=NC2=CC=C1)C(F)(F)F)[C@@H]1C(NC(CC1)=O)=O)=O